COC(=O)C=1C=C2C(=CN(C2=CC1O)C)I 6-hydroxy-3-iodo-1-methyl-1H-indole-5-carboxylic acid methyl ester